(5s,7s)-7-fluoro-2-(5-methylpyrazol-1-yl)-5-phenyl-6,7-dihydro-5H-pyrrolo[1,2-b][1,2,4]triazole F[C@H]1C[C@H](N2N=C(N=C21)N2N=CC=C2C)C2=CC=CC=C2